5-(Trifluoromethyl)-3-(5-(trifluoromethyl)indolin-2-yl)-1H-indole FC(C=1C=C2C(=CNC2=CC1)C1NC2=CC=C(C=C2C1)C(F)(F)F)(F)F